3-Chloro-5-cyanophenyl 3-[4-(4-chlorothiazol-2-yl)-1H-1,2,3-triazol-1-yl]-3-deoxy-1-thio-α-D-galactopyranoside ClC=1N=C(SC1)C=1N=NN(C1)[C@@H]1[C@H]([C@@H](SC2=CC(=CC(=C2)C#N)Cl)O[C@@H]([C@@H]1O)CO)O